3-(4-ethylphenyl)-5-(3-nitrophenyl)-1H-pyrazole C(C)C1=CC=C(C=C1)C1=NNC(=C1)C1=CC(=CC=C1)[N+](=O)[O-]